CCCCCCCCCCCCC/C=C/[C@H]([C@H](COP(=O)(O)OCCN)NC(=O)CCCCC)O The molecule is an N-acylsphingosine-1-phosphoethanolamine in which the N-acyl group is specified as hexanoyl. It derives from a hexanoic acid. It is a tautomer of a N-hexanoylsphingosine-1-phosphoethanolamine zwitterion.